9-(4-chloro-2-fluoro-phenyl)-7-[(2S,4R)-2-(1,3-dimethylpyrazol-4-yl)tetrahydropyran-4-yl]-2,3-dimethyl-pyrazino[1,2-a]pyrimidin-4-one ClC1=CC(=C(C=C1)C1=NC(=CN2C1=NC(=C(C2=O)C)C)[C@H]2C[C@H](OCC2)C=2C(=NN(C2)C)C)F